1-methyl-2-oxo-N-((6-(3-(trifluoromethyl)cyclobutoxy)pyridin-3-yl)methyl)-2,3-dihydro-1H-benzimidazole-5-carboxamide CN1C(NC2=C1C=CC(=C2)C(=O)NCC=2C=NC(=CC2)OC2CC(C2)C(F)(F)F)=O